phenyl-[4-(10-mercaptodecylthio)phenyl]methanone C1(=CC=CC=C1)C(=O)C1=CC=C(C=C1)SCCCCCCCCCCS